bis-methylenethiocarbohydrazide C=NNC(NN=C)=S